OC1(CC1)C1=NNC(=N1)C1CC2(CN(C2)C(=O)N2CC3(C2)C[C@H](CC3)CC3=CC(=CC=C3)S(=O)(=O)C(F)(F)F)C1 [6-[3-(1-hydroxycyclopropyl)-1H-1,2,4-triazol-5-yl]-2-azaspiro[3.3]heptan-2-yl]-[(6R)-6-(3-triflylbenzyl)-2-azaspiro[3.4]octan-2-yl]methanone